Cl.FC=1C(=C(C(=O)O)C=CC1)F difluorobenzoate hydrochloride